C(C1=CC=CC=C1)N(C(C(CC)O)=O)C1=C(C=CC(=C1)C(F)(F)F)NC(C1=C(C(=C(C(=C1F)F)F)F)F)=O N-(2-(N-benzyl-2-hydroxybutanamido)-4-(trifluoromethyl)phenyl)-2,3,4,5,6-pentafluorobenzamide